N-(2-(4-methylpiperazin-1-yl)ethyl)-4-(piperidin-1-yl)-6-(3,4,6,7-tetrahydro-5H-imidazo[4,5-c]pyridin-5-yl)-1,3,5-triazine-2-amine CN1CCN(CC1)CCNC1=NC(=NC(=N1)N1CCCCC1)N1CC2=C(CC1)N=CN2